(4-((4-(4-cyano-6-methylpyrimidin-2-yl)piperazin-1-yl)sulfonyl)phenyl)-2-methyl-1,3-dioxoisoindoline-5-carboxamide C(#N)C1=NC(=NC(=C1)C)N1CCN(CC1)S(=O)(=O)C1=CC=C(C=C1)C1=C2C(N(C(C2=CC=C1C(=O)N)=O)C)=O